ClC1=NC(=C2N=CN(C2=N1)CC(=O)N1CC2=C(NC=3C=CC=CC23)CC1)Cl 2-(2,6-dichloro-9H-purin-9-yl)-1-(1,3,4,5-tetrahydro-2H-pyrido[4,3-b]indol-2-yl)-ethan-1-one